3,3-Dimethoxy-1-propene COC(C=C)OC